CC1=CC=CC(=N1)C1=C(N=CN1)C=1C=C2C=C(C=NC2=CC1)N1CCC(CC1)C(=O)OCC1CNC1 azetidin-3-ylmethyl 1-[6-[5-(6-methyl-2-pyridyl)-1H-imidazol-4-yl]-3-quinolyl]piperidine-4-carboxylate